2-(4-fluoro-2-methylphenoxy)-4-methyl-5-(trifluoromethyl)nicotinic acid FC1=CC(=C(OC2=C(C(=O)O)C(=C(C=N2)C(F)(F)F)C)C=C1)C